BrC=1C=C(C=NC1OC)S(=O)(=O)N(CC)CC 5-Bromo-N,N-diethyl-6-methoxy-pyridine-3-sulfonamide